tert-butyl (3S)-3-[4-[2,5-difluoro-4-[[(3R)-tetrahydrofuran-3-yl]methoxy]anilino]pyrido[3,2-d]pyrimidin-6-yl]oxypyrrolidine-1-carboxylate FC1=C(NC=2C3=C(N=CN2)C=CC(=N3)O[C@@H]3CN(CC3)C(=O)OC(C)(C)C)C=C(C(=C1)OC[C@H]1COCC1)F